tert-butyl 4-bromo-5,6,7,8-tetrahydro-1,7-naphthyridine-7-carboxylate BrC1=CC=NC=2CN(CCC12)C(=O)OC(C)(C)C